COC=1C=C(CN(C=2OC=C(N2)C)CC2=CC(=CC=C2)N2CCOCC2)C=CC1 N-(3-methoxybenzyl)-4-methyl-N-(3-morpholinobenzyl)oxazol-2-amine